(2R)-N-((R)-(4-fluoro-3-methylphenyl)(trans-4-(trifluoromethyl)cyclohexyl)-methyl)-2-methyl-3-oxopiperazine-1-carboxamide FC1=C(C=C(C=C1)[C@H](NC(=O)N1[C@@H](C(NCC1)=O)C)[C@@H]1CC[C@H](CC1)C(F)(F)F)C